methyl-1,3-thiazol CC=1SC=CN1